ethyl N-(4-chlorobenzyl)-P-(4-(5-(chlorodifluoromethyl)-1,2,4-oxadiazol-3-yl)-2-fluorobenzyl)phosphonamidate ClC1=CC=C(CNP(OCC)(=O)CC2=C(C=C(C=C2)C2=NOC(=N2)C(F)(F)Cl)F)C=C1